C(C)C(C(C)C)(C(CC(C(C(C)C)(CC)CC)=O)=O)CC 3,3,7,7-tetraethyl-2,8-dimethyl-nonane-4,6-dione